2-amino-3-methylpyrimidin NC1N=CC=CN1C